N[C@@H](CCC(N)=O)C(=[Se])O selenoglutamine